2-(2-mercaptoethoxy)ethanol SCCOCCO